2,3,4,5-tetrahydro[1,2,4]triazine-6-carbonitrile N=1NCNCC1C#N